(R)-5-(3-((2-amino-6-(1,3,5-trimethyl-1H-pyrazol-4-yl)pyrimidin-4-yl)oxy)pyrrolidin-1-yl)-4-chloropyridazin-3(2H)-one NC1=NC(=CC(=N1)O[C@H]1CN(CC1)C1=C(C(NN=C1)=O)Cl)C=1C(=NN(C1C)C)C